OC1CC(NC1)C(=O)N[C@@H](C)C1=CC=C(C=C1)C=1N(N=CC1)C 4-hydroxy-N-[(1S)-1-[4-(2-methylpyrazol-3-yl)phenyl]ethyl]pyrrolidine-2-carboxamide